(4-methyl)-(-)-4-methyl-naphthalene CC1(CC=CC2=CC=CC=C12)C